ClC1=C(C=CC=C1C1=C(C(=NC=C1)C1=CC(=C(C=C1)C=O)OCC)Cl)NC(=O)C=1N(C2=C(CN(CC2)CC(=O)OC)N1)C methyl 2-(2-((2-chloro-3-(3-chloro-2-(4-formyl-3-ethoxyphenyl)pyridin-4-yl)phenyl)carbamoyl)-1-methyl-1,4,6,7-tetrahydro-5H-imidazo[4,5-c]pyridin-5-yl)acetate